6-(4-fluoro-2-trifluoromethylphenyl)-2-phenoxymethylimidazo[1,2-a]pyrimidine FC1=CC(=C(C=C1)C=1C=NC=2N(C1)C=C(N2)COC2=CC=CC=C2)C(F)(F)F